vinylpyrrolidone diethylsulfate C(C)OS(=O)(=O)OCC.C(=C)N1C(CCC1)=O